2,6-dichloro-8-fluoro-5-(2-(((R)-1-(3-((4-methoxybenzyl)amino)pyridazin-4-yl)ethyl)amino)ethoxy)quinazolin-4(3H)-one ClC1=NC2=C(C=C(C(=C2C(N1)=O)OCCN[C@H](C)C1=C(N=NC=C1)NCC1=CC=C(C=C1)OC)Cl)F